2-cyclopropyl-6-methoxy-7-[6-(1-methylhexahydropyridin-4-yl)-3H-imidazo[4,5-c]pyridin-2-yl]-1H-pyrrolo[3,2-c]pyridin C1(CC1)C1=CC=2C=NC(=C(C2N1)C1=NC2=C(C=NC(=C2)C2CCN(CC2)C)N1)OC